ClC=1C=C(C=C(C1)NS(=O)(=O)C)NC(=O)C=1C=NN(C1)C1=C(C=CC=C1)OCC1=CC(=CC=C1)F N-(3-chloro-5-(methylsulfonamido)phenyl)-1-(2-((3-fluorobenzyl)oxy)phenyl)-1H-pyrazole-4-carboxamide